N=1N=NSC1 triaza-thiaole